N-[(2,4-dimethoxyphenyl)-methyl]-2,6-difluoro-4-[3-[methyl(tetrahydrofuran-3-yl)amino]-3-[2-[3-(trifluoromethyl)-phenyl]ethyl]-1-piperidyl]-N-pyrimidin-4-yl-benzenesulfonamide COC1=C(C=CC(=C1)OC)CN(S(=O)(=O)C1=C(C=C(C=C1F)N1CC(CCC1)(CCC1=CC(=CC=C1)C(F)(F)F)N(C1COCC1)C)F)C1=NC=NC=C1